4,4'-bis(p-aminophenoxy)biphenyl tert-butyl-3-(3-amino-5-chloro-2-fluorophenoxy)-2-methyl-6-nitrobenzoate C(C)(C)(C)OC(C1=C(C(=CC=C1[N+](=O)[O-])OC1=C(C(=CC(=C1)Cl)N)F)C)=O.NC1=CC=C(OC2=CC=C(C=C2)C2=CC=C(C=C2)OC2=CC=C(C=C2)N)C=C1